7-(4-(4-(benzo[b]thiophen-4-yl)piperazin-1-yl)butoxy)-2-oxo-N,N-dipentylquinoline-1(2H)-carboxamide S1C2=C(C=C1)C(=CC=C2)N2CCN(CC2)CCCCOC2=CC=C1C=CC(N(C1=C2)C(=O)N(CCCCC)CCCCC)=O